ClC1=NC=CC(=N1)C=1C=C(C2=C(N(C(=N2)C)C(C)C)C1)OC(C)(C)C 6-(2-chloropyrimidin-4-yl)-4-tert-butoxy-1-isopropyl-2-methyl-1H-benzo[d]imidazole